FC(C(=O)O)(F)F.C12CS(CC(N1)C2)(=O)=O 3λ6-thia-6-azabicyclo[3.1.1]heptane 3,3-dioxide trifluoroacetate